2-(4-((5-cyclopropyl-3-(3,5-dichloropyridin-4-yl)isoxazol-4-yl)methoxy)bicyclo[2.2.2]oct-1-yl)quinoline-5-carboxylic acid methyl ester COC(=O)C=1C=2C=CC(=NC2C=CC1)C12CCC(CC1)(CC2)OCC=2C(=NOC2C2CC2)C2=C(C=NC=C2Cl)Cl